N-(2,6-difluoro-3-(5-(2-((2-hydroxyethyl)(methyl)amino)pyrimidin-5-yl)-1H-pyrrolo[2,3-b]pyridine-3-carbonyl)phenyl)propane-1-sulfonamide FC1=C(C(=CC=C1C(=O)C1=CNC2=NC=C(C=C21)C=2C=NC(=NC2)N(C)CCO)F)NS(=O)(=O)CCC